1-methyl-4-(1-methylimidazole-2-amido)pyrrole-2-amidol CN1C(=CC(=C1)NC(=O)C=1N(C=CN1)C)N